7E,9Z-Dodecadienyl acetate CC/C=C\C=C\CCCCCCOC(=O)C